((1s,4s)-4-((5-(3-methyl-[1,2,4]triazolo[4,3-a]pyridin-6-yl)-7H-pyrrolo[2,3-d]pyrimidin-2-yl)amino)cyclohexyl)(pyrrolidin-1-yl)methanone CC1=NN=C2N1C=C(C=C2)C2=CNC=1N=C(N=CC12)NC1CCC(CC1)C(=O)N1CCCC1